C(#N)[C@H](C[C@H]1C(NCCC1)=O)NC([C@@H](NC(=O)[C@H]1[C@@H](C1)C1=CC=CC=C1)CC(C)C)=O N-{(1S)-1-cyano-2-[(3S)-2-oxopiperidin-3-yl]ethyl}-N2-[(1R,2R)-2-phenylcyclopropane-1-carbonyl]-L-leucinamide